3-(2-(dimethylamino)ethyl)pyridine CN(CCC=1C=NC=CC1)C